Tert-butyl 4-(4-bromo-2,3-difluorophenyl)-3-hydroxypiperidine-1-carboxylate BrC1=C(C(=C(C=C1)C1C(CN(CC1)C(=O)OC(C)(C)C)O)F)F